(P)-1-(6-(4-(1,6-dimethyl-1H-indazol-7-yl)-3,7,7-trimethyl-5,6,7,8-tetrahydro-2-quinolinyl)-2,6-diazaspiro[3.4]octan-2-yl)-2-propen-1-one CN1N=CC2=CC=C(C(=C12)C1=C(C(=NC=2CC(CCC12)(C)C)N1CC2(CN(C2)C(C=C)=O)CC1)C)C